2-chloro-5-[[5-(3,5-dichloro-4-fluoro-phenyl)-5-(trifluoromethyl)-4H-isoxazol-3-yl]oxy]-N-(3,5-difluoro-2-pyridyl)benzamide ClC1=C(C(=O)NC2=NC=C(C=C2F)F)C=C(C=C1)OC1=NOC(C1)(C(F)(F)F)C1=CC(=C(C(=C1)Cl)F)Cl